CC12C3C(NC(C3C(C=C1)(O2)C)=O)=O 1,7-dimethyl-10-oxa-4-azatricyclo[5.2.1.02,6]Dec-8-ene-3,5-dione